1-benzyl-4,5-dimethyl-1,2,3,6-tetrahydropyridine C(C1=CC=CC=C1)N1CCC(=C(C1)C)C